(S)-N-((S)-1-(6-bromo-1-neopentyl-1H-indol-3-yl)-2,2,2-trifluoroethyl)-2-methylpropane-2-sulfinamide BrC1=CC=C2C(=CN(C2=C1)CC(C)(C)C)[C@@H](C(F)(F)F)N[S@@](=O)C(C)(C)C